6-Methyl-7-(6-((4-methyl-1,4-diazepan-1-yl)sulfonyl)-1H-benzo[d]imidazol-2-yl)quinoline CC=1C=C2C=CC=NC2=CC1C1=NC2=C(N1)C=C(C=C2)S(=O)(=O)N2CCN(CCC2)C